7-((5-chloropyridin-2-yl)methyl)-1-(3-hydroxypropyl)-8-isopropoxy-3-methyl-1H-purine-2,6(3H,7H)-dione ClC=1C=CC(=NC1)CN1C(=NC=2N(C(N(C(C12)=O)CCCO)=O)C)OC(C)C